5-[(Z)-2-(2-aminopyrimidin-5-yl)-2-fluorovinyl]-6-ethylpyridine-3-carboxylic acid ethyl ester C(C)OC(=O)C=1C=NC(=C(C1)\C=C(/F)\C=1C=NC(=NC1)N)CC